2,3,5,6-tetrafluoro-terephthalamide FC1=C(C(=O)N)C(=C(C(=C1F)C(=O)N)F)F